N-(5-((6-((R)-3-(3-chloro-2,4-difluorophenyl)isoxazolidine-2-yl)pyrimidine-4-yl)amino)-2-((R)-3-(dimethylamino)pyrrolidine-1-yl)-4-methoxyphenyl)acrylamide ClC=1C(=C(C=CC1F)[C@@H]1N(OCC1)C1=CC(=NC=N1)NC=1C(=CC(=C(C1)NC(C=C)=O)N1C[C@@H](CC1)N(C)C)OC)F